(6-(dodecyloxy)-6-oxohexyl)dimethylammonium C(CCCCCCCCCCC)OC(CCCCC[NH+](C)C)=O